ClC1=C(C=2N=C(N=C(C2C(=N1)NCC1=CC=C(C=C1)OC)O)SC)F 7-chloro-8-fluoro-5-((4-methoxybenzyl)amino)-2-(methylthio)pyrido[4,3-d]Pyrimidin-4-ol